CC1=NOC(=N1)C=1C(=NC(=NC1O)O)O 5-(3-methyl-1,2,4-oxadiazol-5-yl)pyrimidine-2,4,6-triol